N1=NC(=CC=C1)C(=O)OCCCN1N=C(C=2C(NCC3(CCOCC3)CC21)=O)CC 3-(3-ethyl-4-oxo-spiro[6,8-dihydro-5H-pyrazolo[4,3-c]azepine-7,4'-tetrahydropyran]-1-yl)propyl pyridazine-3-carboxylate